O=C1NC(CCC1N1C(C2=C3C(C(=CC=C13)C1C(CN(CC1)CC(=O)OC(C)(C)C)(F)F)=CC=C2)=O)=O tert-butyl 2-[4-[1-(2,6-dioxo-3-piperidyl)-2-oxo-benzo[cd]indol-6-yl]-3,3-difluoro-1-piperidyl]acetate